O=C1N(CC2=CC=C(C=C12)N1CCC(CC1)N1CCNCC1)N1C(NC(CC1)=O)=O 1-(1-oxo-6-(4-(piperazin-1-yl)piperidin-1-yl)isoindolin-2-yl)dihydropyrimidine-2,4(1H,3H)-dione